BrC1=CC(=C(C(=C1)C)NC(CC1(CC(C1)(F)F)C)=O)C N-(4-bromo-2,6-dimethylphenyl)-2-(3,3-Difluoro-1-methylcyclobutyl)acetamide